5-chloro-2-(4-(((3s,4r)-3-methyltetrahydro-2H-pyran-4-yl)amino)pyrido[3,4-d]pyridazin-1-yl)phenol ClC=1C=CC(=C(C1)O)C1=C2C(=C(N=N1)N[C@H]1[C@@H](COCC1)C)C=NC=C2